Acetic acid 4-{[3-(4-chlorophenyl)-adamantane-1-carbonyl]-amino}-phenyl ester ClC1=CC=C(C=C1)C12CC3(CC(CC(C1)C3)C2)C(=O)NC2=CC=C(C=C2)OC(C)=O